lead-aluminum-boron [B].[Al].[Pb]